N1=CC(=CC=C1)C=1C=C2C=CN=C(C2=CC1)N[C@H]1CN(CCC1)C(=O)OC(C)(C)C tert-butyl (R)-3-((6-(pyridin-3-yl)isoquinolin-1-yl)amino)piperidine-1-carboxylate